(S)-N-((R or S)-(4-chlorophenyl)(5-fluoro-4-(trifluoromethyl)pyridin-2-yl)methyl)-2-oxoimidazolidine-4-carboxamide ClC1=CC=C(C=C1)[C@@H](NC(=O)[C@H]1NC(NC1)=O)C1=NC=C(C(=C1)C(F)(F)F)F |o1:7|